N1(C=NC=C1)CC1N(CCC1)C1=NC=C(C=N1)CN1N=CC(=C1)NC(=O)C1=NC(=CN=C1)C1=C(C(=CC=C1C(F)F)Cl)F N-(1-((2-(2-((1H-Imidazol-1-yl)methyl)pyrrolidin-1-yl)pyrimidin-5-yl)methyl)-1H-pyrazol-4-yl)-6-(3-chloro-6-(difluoromethyl)-2-fluorophenyl)pyrazine-2-carboxamide